2-(2-chloro-6-methoxypyridin-3-yl)-2-methylpropionitrile ClC1=NC(=CC=C1C(C#N)(C)C)OC